CC(C(=O)OCC(C)C)(CC(=O)OCC(C)C)C diisobutyl 2,2-dimethylsuccinate